4-hydroxy-6-(2-phenylethyl)pyridazin-3(2H)-one OC=1C(NN=C(C1)CCC1=CC=CC=C1)=O